(±)-N-(4,5-dichloro-2-fluorophenyl)-6,7,8,9-tetrahydro-5H-5,8-epiminocyclohepta[d]-pyridazine-10-carboxamide ClC1=CC(=C(C=C1Cl)NC(=O)N1C2CCC1CC=1C=NN=CC12)F